1-(4-(2-(cyclobutylamino)ethyl)benzyl)-2-(2,6-dimethylphenyl)-3-fluoro-1H-indol-5-ol C1(CCC1)NCCC1=CC=C(CN2C(=C(C3=CC(=CC=C23)O)F)C2=C(C=CC=C2C)C)C=C1